1,4-bis(spiro[fluorene-9,9'-xanthen]-2-yl)benzene Ethyl-2-[({4,10-dioxatricyclo[7.3.0.03,7]dodeca-1(9),2,7-trien-2-yl}-carbamoyl)oxy]-3-(1H-pyrazol-1-yl)propanoate C(C)OC(C(CN1N=CC=C1)OC(NC=1C=2CCOC2C=C2CCOC12)=O)=O.C1=CC=CC=2OC3=CC=CC=C3C3(C12)C1=CC=CC=C1C=1C=CC(=CC13)C1=CC=C(C=C1)C1=CC3=C(C=C1)C1=CC=CC=C1C31C3=CC=CC=C3OC=3C=CC=CC13